(R)-3-(3-((5-(3-methyl-1H-pyrazol-5-yl)-1H-pyrrolo[2,3-b]pyridin-4-yl)amino)piperidin-1-yl)-3-oxopropanenitrile CC1=NNC(=C1)C=1C(=C2C(=NC1)NC=C2)N[C@H]2CN(CCC2)C(CC#N)=O